O1CCC2=C1C=CC(=C2)C2CCN(CC2)C(CN2N=C(C1=C2CCC1)C(=O)N1C[C@H](O[C@H](C1)C)C)=O 1-[4-(2,3-dihydro-1-benzofuran-5-yl)piperidin-1-yl]-2-{3-[(2R,6S)-2,6-dimethylmorpholine-4-carbonyl]-5,6-dihydrocyclopenta[c]pyrazol-1(4H)-yl}ethan-1-one